4-{5-[2-(dimethylphosphoryl)phenyl]-1H-pyrrol-3-yl}-N-(piperidin-3-yl)-5-(trifluoromethyl)pyrimidin-2-amine CP(=O)(C)C1=C(C=CC=C1)C1=CC(=CN1)C1=NC(=NC=C1C(F)(F)F)NC1CNCCC1